NCC(N1C=NC2=CC(=CC=C2C1=O)C1=C(C=NC=C1)F)C=1C=C(C(=O)N)C=CC1 3-(2-amino-1-(7-(3-fluoropyridin-4-yl)-4-oxoquinazolin-3(4H)-yl)ethyl)benzamide